BrC1=CN=C(C=2N1C=CN2)NC=2C=NN(C2)[C@@H]2C[C@H](C2)CC(=O)OCC ethyl 2-((trans)-3-(4-((5-bromoimidazo[1,2-a]pyrazin-8-yl)amino)-1H-pyrazol-1-yl)cyclobutyl)acetate